OC=1C=C(C(=O)N(\N=C\[C@]2(CN3C(C[C@H]3S2)=O)C)C)C=CC1O (2S,3R,5R)-3-((E)-(2-(3,4-dihydroxybenzoyl)-2-methylhydrazono)methyl)-3-methyl-7-oxo-4-thia-1-azabicyclo[3.2.0]heptane